FC1(CN(CC[C@H]1NC1=NN2C(C(=N1)OC)=C(C=C2)C=2C=CC1=C(N(N=N1)[C@@H](C(F)F)C)C2)C2COC2)F N-((R)-3,3-difluoro-1-(oxetan-3-yl)piperidin-4-yl)-5-(1-((R)-1,1-difluoropropan-2-yl)-1H-benzo[d][1,2,3]triazol-6-yl)-4-methoxypyrrolo[2,1-f][1,2,4]triazin-2-amine